COC=1C=C(C=2N(C1)C=C(N2)C(C)(C)O)C(F)(F)F 2-(6-methoxy-8-(trifluoromethyl)imidazo[1,2-a]pyridin-2-yl)propan-2-ol